(5R,8S)-N-(2,4-dichloro-6-(hydroxymethyl)benzyl)-5-fluoro-8-methoxy-5,6,7,8-tetrahydroquinoline-5-carboxamide ClC1=C(CNC(=O)[C@@]2(C=3C=CC=NC3[C@H](CC2)OC)F)C(=CC(=C1)Cl)CO